BrCCCOC1OCCCC1 2-(3-bromo-propoxy)-tetrahydro-pyran